C1(CC1)C1=CC(=NO1)O 5-cyclopropylisoxazol-3-ol